3-[5-(3-{2,6-diazaspiro[3.4]oct-2-yl}prop-1-yn-1-yl)-3-methyl-2-oxo-1,3-benzodiazol-1-yl]piperidine-2,6-dione C1N(CC12CNCC2)CC#CC2=CC1=C(N(C(N1C)=O)C1C(NC(CC1)=O)=O)C=C2